(R)-N-(3,3-difluoro-1-(oxetan-3-yl)piperidin-4-yl)-5-(4-fluoro-1-(2-fluoroethyl)-1H-benzo[d]imidazol-6-yl)-4-methoxypyrrolo[2,1-f][1,2,4]triazin-2-amine FC1(CN(CC[C@H]1NC1=NN2C(C(=N1)OC)=C(C=C2)C=2C=C(C1=C(N(C=N1)CCF)C2)F)C2COC2)F